(rac)-7-chloro-N-(1-ethyl-3-piperidinyl)thieno[2,3-d]pyridazin-4-amine ClC=1N=NC(=C2C1SC=C2)N[C@H]2CN(CCC2)CC |r|